ClC=1C=C(NC2(CCC3(C(CC4=CC=CC=C34)CC(COC3=C4C(=NC=C3)C=CS4)COC4=CC=CC=C4)CC2)C(=O)OC)C=CC1 methyl (1r,4r)-4-(3-chloroanilino)-2'-{2-(phenoxymethyl)-3-[(thieno[3,2-b]pyridin-7-yl)oxy]propyl}-2',3'-dihydrospiro[cyclohexane-1,1'-indene]-4-carboxylate